ClC=1NCC=2C(N1)=NN(C2)C2=C(C=C(C=C2C)C(C)(F)F)C 6-chloro-2-{4-(1,1-difluoroethyl)-2,6-dimethylphenyl}-2,5-dihydro-4H-pyrazolo[3,4-d]pyrimidine